1-((S)-2-hydroxy-2-((2R,3S,5R,8R,9R,10S,13S,14S,17S)-3-hydroxy-2-(methoxymethyl)-3,13-dimethylhexadecahydro-1H-cyclopenta[a]phenanthren-17-yl)propyl)-1H-pyrazole-4-carbonitrile O[C@@](CN1N=CC(=C1)C#N)(C)[C@H]1CC[C@H]2[C@@H]3CC[C@@H]4C[C@]([C@H](C[C@@H]4[C@H]3CC[C@]12C)COC)(C)O